(4-fluoro-1,2-phenylene)bis(methylene) (E,E)-bis(N'-(4-methoxyphenyl)carbamimidothioate) COC1=CC=C(C=C1)\N=C(/N)\SCC1=C(C=C(C=C1)F)CSC(N)=NC1=CC=C(C=C1)OC